BrC=1C2=C(C(N(C1)C)=O)N(C(=C2)C=2C=NN(C2C)C(C)C)S(=O)(=O)C2=CC=C(C)C=C2 4-bromo-2-(1-isopropyl-5-methyl-1H-pyrazol-4-yl)-6-methyl-1-tosyl-1,6-dihydro-7H-pyrrolo[2,3-c]pyridin-7-one